methyl 1-(2,6-difluorobenzyl)-1H-imidazole-4-carboxylate FC1=C(CN2C=NC(=C2)C(=O)OC)C(=CC=C1)F